bromo-[3-[tert-butyl-(dimethyl)silyl]oxypropyl]zinc Br[Zn]CCCO[Si](C)(C)C(C)(C)C